ethyl 2-(2-(2-(benzyloxy)ethoxy)ethoxy)acetate C(C1=CC=CC=C1)OCCOCCOCC(=O)OCC